(S)-8-chloro-6-(((1-(1-(difluoromethyl)cyclopropyl)-1H-1,2,3-triazol-4-yl)(2-methyl-1-oxoisoindolin-4-yl)methyl)amino)-4-(neopentylamino)quinoline-3-carbonitrile ClC=1C=C(C=C2C(=C(C=NC12)C#N)NCC(C)(C)C)N[C@@H](C1=C2CN(C(C2=CC=C1)=O)C)C=1N=NN(C1)C1(CC1)C(F)F